1,3,5-tris[[4-(1,1-dimethylethyl)-3-hydroxy-2,6-dimethylphenyl]methyl]-1,3,5-triazine CC(C)(C)C1=C(C(=C(C(=C1)C)CN1CN(CN(C1)CC1=C(C(=C(C=C1C)C(C)(C)C)O)C)CC1=C(C(=C(C=C1C)C(C)(C)C)O)C)C)O